P(OC1=C(C(=CC=C1)CC)C(C1=C(C=C(C=C1C)C)C)=O)[O-] ethyl-2,4,6-trimethylbenzoylphenyl phosphonite